4-[4-[6-chloro-4-[trans-difluoro-(3-hydroxycyclobutyl)methyl-2-pyridyl]piperazin-1-yl]sulfonylphenyl]pyrrolidin-2-one ClC1CN(CCN1S(=O)(=O)C1=CC=C(C=C1)C1CC(NC1)=O)C1=NC=C(C(=C1C[C@@H]1C[C@H](C1)O)F)F